CN1C(N(C=C1)C)=C1N=CC=N1 N,N'-dimethyl-2,2'-biimidazole